2-{[2-methoxy-5-(methylsulfonyl)phenyl]amino}-4-[(1,2,3,4-tetrahydroisoquinolin-5-yl)amino]pyrimidine-5-carboxamide COC1=C(C=C(C=C1)S(=O)(=O)C)NC1=NC=C(C(=N1)NC1=C2CCNCC2=CC=C1)C(=O)N